OC(CNC(CCN1CC2=CC(=CC(=C2CC1)C)C=1N=C2C(=NC1)N(C=C2C2=CC(=C(C(=O)N(C)C)C=C2)C)S(=O)(=O)C2=CC=C(C)C=C2)=O)(C)C 4-(2-(2-(3-(2-hydroxy-2-methylpropylamino)-3-oxopropyl)-5-methyl-1,2,3,4-tetrahydroisoquinolin-7-yl)-5-tosyl-5H-pyrrolo[2,3-b]pyrazin-7-yl)-N,N,2-trimethylbenzamide